5-((1R,5S,6r)-3-((tert-Butyldiphenyl-silyl)oxy)bicyclo[3.1.0]hexan-6-yl)-1-isopropyl-3-(3-(trifluoromethyl)phenyl)-1H-1,2,4-triazole C(C)(C)(C)[Si](OC1C[C@H]2C([C@H]2C1)C1=NC(=NN1C(C)C)C1=CC(=CC=C1)C(F)(F)F)(C1=CC=CC=C1)C1=CC=CC=C1